C(#N)C1(CC1)NS(=O)(=O)C=1C=C(C=2N(C1)C(=NC2)C=2SC(=NN2)C(F)(F)F)N2CCNCC2 N-(1-cyanocyclopropyl)-8-(piperazin-1-yl)-3-(5-(trifluoromethyl)-1,3,4-thiadiazol-2-yl)imidazo[1,5-a]pyridine-6-sulfonamide